2-(2-Isopropoxyphenyl)-2-((R)-3-(4-(5,6,7,8-tetrahydro-1,8-naphthyridin-2-yl)butoxy)pyrrolidin-1-yl)acetic acid C(C)(C)OC1=C(C=CC=C1)C(C(=O)O)N1C[C@@H](CC1)OCCCCC1=NC=2NCCCC2C=C1